5-Amino-1-isopropyl-3-[4-[[(2-methoxybenzoyl)amino]methyl]phenyl]pyrazole-4-carboxamide NC1=C(C(=NN1C(C)C)C1=CC=C(C=C1)CNC(C1=C(C=CC=C1)OC)=O)C(=O)N